6-Bromo-1-phenylisoindoline BrC1=CC=C2CNC(C2=C1)C1=CC=CC=C1